C(C)OC(C(C)N1C(=C(C=C1)C(=O)OCC)C=O)=O ethyl 1-(1-ethoxy-1-oxopropan-2-yl)-2-formyl-1H-pyrrole-3-carboxylate